5-(2-chloro-5-(isobutyrylaminomethyl)benzoylamino)-N-(4-fluorophenyl)-1-(3-methoxypropyl)-1H-indole-2-carboxamide ClC1=C(C(=O)NC=2C=C3C=C(N(C3=CC2)CCCOC)C(=O)NC2=CC=C(C=C2)F)C=C(C=C1)CNC(C(C)C)=O